11-hydroperoxy-docosahexaenoic acid O(O)C(=CC=CC=CC=CC=CC(=O)O)C=CCCCCCCCCC